2-fluoro-5-(5-(4-(methylsulfonyl)piperazin-1-yl)-1H-indazol-1-yl)phenol FC1=C(C=C(C=C1)N1N=CC2=CC(=CC=C12)N1CCN(CC1)S(=O)(=O)C)O